hydroxy-[1,1'-biphenyl]-2-sulfonamide OC1=C(C(=CC=C1)C1=CC=CC=C1)S(=O)(=O)N